1-((4-bromophenyl)sulfonyl)piperazine BrC1=CC=C(C=C1)S(=O)(=O)N1CCNCC1